2-amino-6-(3-methyl-1-(2,2,2-trifluoroethyl)-1H-pyrazol-4-yl)pyrimidin-4-ol NC1=NC(=CC(=N1)O)C=1C(=NN(C1)CC(F)(F)F)C